N-(4-methylbenzyl)-1-(4-methylbenzyl)methylamine CC1=CC=C(CNCCC2=CC=C(C=C2)C)C=C1